C(=O)(O)CCNCCC[Si](O)(O)O N-(2-carboxy)ethyl-3-aminopropylsilanetriol